3,3,4,4,5,5,6,6,7,7,8,8,9,9,10,10,10-Heptadecafluorodecylisocyanat FC(CCN=C=O)(C(C(C(C(C(C(C(F)(F)F)(F)F)(F)F)(F)F)(F)F)(F)F)(F)F)F